N-(5-(6-(3,4-dimethoxyphenyl)pyrazin-2-yl)thiophen-3-yl)pivalamide COC=1C=C(C=CC1OC)C1=CN=CC(=N1)C1=CC(=CS1)NC(C(C)(C)C)=O